C1(=CC=CC=2C3=CC=CC=C3C=CC12)CC(C)=S 1-phenanthryl-propanethione